6-phenyl-N-[(1R)-1-[2-(trifluoromethyl)pyrimidin-5-yl]ethyl]pyrido[2,3-d]pyrimidin-4-amine C1(=CC=CC=C1)C1=CC2=C(N=CN=C2N[C@H](C)C=2C=NC(=NC2)C(F)(F)F)N=C1